BrC=1C=CC(=NC1)N1CCNCC1 1-(5-Bromopyridin-2-yl)piperazine